(3R)-3-fluoro-N-{4-fluoro-3-[5-(propan-2-yl)-2H-pyrazolo[3,4-b]pyridin-2-yl]phenyl}pyrrolidine-1-carboxamide F[C@H]1CN(CC1)C(=O)NC1=CC(=C(C=C1)F)N1N=C2N=CC(=CC2=C1)C(C)C